amino(cyclohexyl)acetic acid NC(C(=O)O)C1CCCCC1